CC(C(=O)O)CCC(=O)NC1=CC=C(C=C1)C=O.C(CCCCCCCCCCC\C=C/CCCCCCCC)C(C(=O)O)CCCCCCCCCCCCCCCCCCCCCCCCCCCCCCCCCCCCC.C[C@H]1COC[C@@H](O1)CO ((2s,6s)-6-methyl-1,4-dioxan-2-yl)methanol erucyl-nonatriacontanoate methyl-5-((4-formylphenyl)amino)-5-oxopentanoate